N[Si](O)(C)C amino(dimethyl)silanol